C(C)(C)(C)OC(=O)N[C@@H]1C2=CC=C(C=C2CC12CCNCC2)F (S)-1-((tert-butoxycarbonyl)amino)-5-fluoro-1,3-dihydrospiro[indene-2,4'-piperidine]